N-(5-(3-(5-(4-acryloyl-2-oxopiperazin-1-yl)furan-2-yl)propanamido)pentyl)-4-ethynylbenzamide C(C=C)(=O)N1CC(N(CC1)C1=CC=C(O1)CCC(=O)NCCCCCNC(C1=CC=C(C=C1)C#C)=O)=O